2-{[2-(2,6-dioxopiperidin-3-yl)-1,3-dioxoisoindol-4-yl]amino}ethane-1-amine trifluoroacetate salt FC(C(=O)O)(F)F.O=C1NC(CCC1N1C(C2=CC=CC(=C2C1=O)NCCN)=O)=O